1-(2-Acetylphenyl)-5-methyl-N-(chinolin-2-yl)-1H-1,2,3-triazol-4-carboxamid C(C)(=O)C1=C(C=CC=C1)N1N=NC(=C1C)C(=O)NC1=NC2=CC=CC=C2C=C1